C1(=CC=CC=C1)[C@@H]1[C@H](C1)NC(=O)[C@@H]1CN(C[C@H]1C(N[C@@H]1[C@H](C1)C1=CC=CC=C1)=O)C(=O)C1=CC=C(C(=O)NC[C@@H](C(=O)NCCCCCC)NC(OCCCCCCCC)=O)C=C1 octyl ((S)-3-(4-((3S,4S)-3,4-bis(((1S,2R)-2-phenylcyclopropyl) carbamoyl)pyrrolidine-1-carbonyl)benzamido)-1-(hexylamino)-1-oxopropan-2-yl)carbamate